6-(cyclopropylmethoxy)-N-{3-[(3-fluoropropoxy)methyl]pentan-3-yl}-5-(pyrrolidin-1-yl)pyridine-2-carboxamide C1(CC1)COC1=C(C=CC(=N1)C(=O)NC(CC)(CC)COCCCF)N1CCCC1